BrC=1N=CC(=NC1C)N1C=CC=C1 1-(5-bromo-6-methylpyrazin-2-yl)pyrrole